CSC=1N(C(C(=CN1)NC(=O)C=1SC(=CC1)C1=CC=CC=C1)=O)CC(=O)OC methyl 2-(2-(methylthio)-6-oxo-5-(5-phenylthiophene-2-carboxamido) pyrimidin-1(6H)-yl)acetate